(2-((trans)-2-(2-(2,6-dioxopiperidin-3-yl)-1-oxoisoindolin-4-yl)cyclopropyl)ethyl)picolinamide O=C1NC(CCC1N1C(C2=CC=CC(=C2C1)[C@H]1[C@@H](C1)CCC=1C(=NC=CC1)C(=O)N)=O)=O